C1(=CC=CC=C1)C=1OC(=C(N1)N1C=CC=2C=CC=NC2C1=O)C1=CC=CC=C1 7-(2,5-diphenyloxazol-4-yl)-1,7-naphthyridin-8(7H)-one